BrC1=CC(=C(N)C(=C1)F)F 4-Bromo-2,6-difluoroaniline